2-(4-cyclobutyl-3,5-dihydroxyphenyl)benzofuran C1(CCC1)C1=C(C=C(C=C1O)C=1OC2=C(C1)C=CC=C2)O